NCC(CN1CCN(CC1)CCNCC(CN)OCC)OCC N1-(2-(4-(3-amino-2-ethoxypropyl)piperazin-1-yl)ethyl)-2-ethoxypropane-1,3-diamine